C1(=CC=C(C=C1)OCCCCC(C(=O)O)=C)C1=CC=CC=C1 4-([1,1'-biphenyl]-4-yloxy)butylacrylic acid